CC1(CC12CCN(CC2)C(C)C)C(=O)N[C@@H](CCCCCC(CC)=O)C=2NC(=CN2)C=2C=C1C=CC(=NC1=CC2)C 1-methyl-6-(1-methylethyl)-N-{(1S)-1-[5-(2-methylquinolin-6-yl)-1H-imidazol-2-yl]-7-oxononyl}-6-azaspiro[2.5]octane-1-carboxamide